6-hydroxy-2,2,5,7,8-pentamethylbenzochroman OC=1C(=C2CCC(OC2=C2C1C(=C(C=C2)C)C)(C)C)C